urea, hydrochloride Cl.NC(=O)N